(R)-(4-fluorobenzofuran-7-yl)(8-methyl-3-(3-methyl-1,2,4-thiadiazol-5-yl)-5,6-dihydro-[1,2,4]triazolo[4,3-a]pyrazin-7(8H)-yl)methanone β-ketoadipate O=C(CC(=O)O)CCC(=O)O.FC1=CC=C(C2=C1C=CO2)C(=O)N2[C@@H](C=1N(CC2)C(=NN1)C1=NC(=NS1)C)C